8-chloro-N-(4-(trifluoromethoxy)phenyl)quinolin Methyl-[(2R,4R)-4-{(ethanesulfonyl)[(4-methoxyphenyl)methyl]amino}-3,3-difluoropyrrolidin-2-yl]acetate hydrochloride Cl.COC(C[C@H]1NC[C@H](C1(F)F)N(CC1=CC=C(C=C1)OC)S(=O)(=O)CC)=O.ClC=1C=CC=C2C=CCN(C12)C1=CC=C(C=C1)OC(F)(F)F